ClC=1C=C(C=C(C1)C=1C=NN(C1)C1=CC=C(C=C1)F)CN (3-chloro-5-(1-(4-fluorophenyl)-1H-pyrazol-4-yl)phenyl)methylamine